2-fluoro-4-(morpholinomethyl)phenol FC1=C(C=CC(=C1)CN1CCOCC1)O